2-(4,4-difluoropiperidin-1-yl)-4-(4-(ethylsulfonyl)-2-(6-azaspiro[2.5]octane-6-yl)benzamido)-N-methoxy-N-methylbenzamide FC1(CCN(CC1)C1=C(C(=O)N(C)OC)C=CC(=C1)NC(C1=C(C=C(C=C1)S(=O)(=O)CC)N1CCC2(CC2)CC1)=O)F